2,4-diisopropylpyridin-3-amine C(C)(C)C1=NC=CC(=C1N)C(C)C